[Ir].[Ru].[Co].[Mn].[Cr] chromium manganese cobalt ruthenium iridium